NC1=C(C=C(C=N1)C1=NN2C(=C1)C1(CN(CC1)C(=O)NC(C)C1=C(C(=NN1C)C)C)OCC2)OC(F)(F)F (rac)-2-[6-amino-5-(trifluoromethoxy)pyridin-3-yl]-N-[1-(1,3,4-trimethyl-1H-pyrazol-5-yl)ethyl]-6,7-dihydrospiro[pyrazolo[5,1-c][1,4]oxazine-4,3'-pyrrolidine]-1'-carboxamide